tert-butyl N-(4-((8S,11R,13S,14S,17R)-17-acetoxy-17-acetyl-13-methyl-3-oxo-2,3,6,7,8,11,12,13,14,15,16,17-dodecahydro-1H-cyclopenta[a]phenanthren-11-yl) phenyl)-N-methylglycinate C(C)(=O)O[C@@]1(CC[C@H]2[C@@H]3CCC4=CC(CCC4=C3[C@H](C[C@]12C)C1=CC=C(C=C1)N(CC(=O)OC(C)(C)C)C)=O)C(C)=O